(S)-5-amino-4-(5-(((1r,2r,3S)-rel-2-((tert-butoxycarbonyl)amino)-3-hydroxycyclohexyl)methyl)-1-oxoisoindol-2-yl)-5-oxopentanoic acid tert-butyl ester C(C)(C)(C)OC(CC[C@@H](C(=O)N)N1C(C2=CC=C(C=C2C1)C[C@@H]1[C@H]([C@H](CCC1)O)NC(=O)OC(C)(C)C)=O)=O |o1:22,23,24|